2-chloro-9-(4-methoxycyclohexyl)-7-methyl-7,9-dihydro-8H-purin-8-one ClC1=NC=C2N(C(N(C2=N1)C1CCC(CC1)OC)=O)C